8-Bromo-4-methoxy-5-(2,2,2-trifluoroethyl)-5H-pyrido[4',3':4,5]pyrrolo[3,2-d]pyrimidine BrC1=CC2=C(N(C3=C2N=CN=C3OC)CC(F)(F)F)C=N1